CCCCC/C=C\\C/C=C\\C[C@H]([C@@H](C/C=C\\CCCC(=O)[O-])O)O The molecule is a (5Z,11Z,14Z)-8,9-dihydroxyicosatrienoate obtained by deprotonation of the carboxy group of (5Z,8R,9R,11Z,14Z)-8,9-dihydroxyicosatrienoic acid; major species at pH 7.3. It is a conjugate base of a (5Z,8R,9R,11Z,14Z)-8,9-dihydroxyicosatrienoic acid. It is an enantiomer of a (5Z,8S,9S,11Z,14Z)-8,9-dihydroxyicosatrienoate.